OC=1C(N(C=CC1CN1CCN(CC1)C(=O)OC)S(=O)(=O)C1=CC=CC=C1)=O Methyl 4-((3-hydroxy-2-oxo-1-(phenylsulfonyl)-1,2-dihydropyridin-4-yl)methyl)piperazine-1-carboxylate